1-(2-fluoroethyl)-5-methyl-1H-pyrazol-4-amine FCCN1N=CC(=C1C)N